2-(4-(oxiran-2-yl)benzyl)pyridine O1C(C1)C1=CC=C(CC2=NC=CC=C2)C=C1